C(CCCC(=O)OCCl)(=O)OCC1=CC=CC=C1 Benzyl (chloromethyl) glutarate